FC1=CC(=C(C=C1)C(=O)N1C[C@@H](CC[C@H]1C)OC1=NC=CC(=C1C#N)C)N1N=CC=N1 2-{[(3R,6R)-1-{[4-fluoro-2-(2H-1,2,3-triazol-2-yl)phenyl]carbonyl}-6-methylpiperidin-3-yl]oxy}-4-methylpyridine-3-carbonitrile